2-phenoxy-N-(3-pyridyl)acetamide O(C1=CC=CC=C1)CC(=O)NC=1C=NC=CC1